4-((4-((5-((3S,4S)-4-amino-3-methyl-2-oxo-8-azaspiro[4.5]decane-8-yl)pyrazin-2-yl)thio)-3-chloropyridin-2-yl)amino)pyrimidin N[C@H]1[C@@H](C(CC12CCN(CC2)C=2N=CC(=NC2)SC2=C(C(=NC=C2)NC2=NC=NC=C2)Cl)=O)C